[N+](=O)([O-])C1=C(C=C(C(=O)OC)C=C1)NC[C@@H](O)CC Methyl (S)-4-nitro-3-((oxabutane-2-ylmethyl)amino)benzoate